lithio methaneperoxoate lithium [Li].C(=O)OO[Li]